FC(C(O)C1CCN(CC1)C(=O)OC(C)(C)C)F tert-Butyl 4-(2,2-difluoro-1-hydroxyethyl)piperidine-1-carboxylate